(E)-3-((3-butyl-7-(dimethylamino)-3-ethyl-1,1-dioxido-5-phenyl-2,3,4,5-tetrahydro-1,2,5-benzothiadiazepin-8-yl)oxy)acrylic acid C(CCC)C1(NS(C2=C(N(C1)C1=CC=CC=C1)C=C(C(=C2)O/C=C/C(=O)O)N(C)C)(=O)=O)CC